C(CCCCCCCC)NC(NCCCCCCCCC)=O dinonylurea